(S)-ethyl 2-(1-(2-((diethoxyphosphoryl) oxy) ethyl)-3-(3-(5-(pentan-3-ylcarbamoyl) oxazol-2-yl) phenyl)-1H-pyrazole-5-carboxamido)-3-methylbutyrate C(C)OP(=O)(OCC)OCCN1N=C(C=C1C(=O)N[C@H](C(=O)OCC)C(C)C)C1=CC(=CC=C1)C=1OC(=CN1)C(NC(CC)CC)=O